(2R,3S,4S)-4-hydroxy-2-[(4-methoxyphenyl)methyl]pyrrolidin-3-yl 3-(oxan-4-yl)propanoate O1CCC(CC1)CCC(=O)O[C@H]1[C@H](NC[C@@H]1O)CC1=CC=C(C=C1)OC